C1(=CC=CC=C1)C(=O)[NH+](C(=O)C1=CC=CC=C1)C(=O)C1=CC=CC=C1 triphenylcarbonyl-ammonium